ethyl 2-(5-(cyclopropylmethyl)-4-(3-fluoro-4-sulfamoylbenzyl)-3-(4-fluorophenyl)-1H-pyrazol-1-yl)thiazole-4-carboxylate C1(CC1)CC1=C(C(=NN1C=1SC=C(N1)C(=O)OCC)C1=CC=C(C=C1)F)CC1=CC(=C(C=C1)S(N)(=O)=O)F